6-(3-Fluoro-5-isobutoxyphenyl)-N-[(3-methoxy-1-piperidyl)sulfonyl]-2-[(4S)-2,2,4-trimethylpyrrolidin-1-yl]pyridin-3-carboxamid FC=1C=C(C=C(C1)OCC(C)C)C1=CC=C(C(=N1)N1C(C[C@@H](C1)C)(C)C)C(=O)NS(=O)(=O)N1CC(CCC1)OC